C(C)N1C(=C(C=2N=C(NC(C21)=O)C2=C(C=CC(=C2)S(=O)(=O)N2CCC(CC2)CCCO)OCCC)CCC)\C=N\O (E)-5-ethyl-2-(5-((4-(3-hydroxypropyl)piperidin-1-yl)sulfonyl)-2-propoxyphenyl)-4-oxo-7-propyl-4,5-dihydro-3H-pyrrolo[3,2-d]pyrimidine-6-formaldoxime